docosanic acid C(CCCCCCCCCCCCCCCCCCCCC)(=O)O